ClC=1C=C(C=CC1)C=1C=C(C(=NC1)C(=O)NCC(=O)O)O (5-(3-chlorophenyl)-3-hydroxypyridine-2-carbonyl)glycine